diisobutyl 2-cyclohexyl-3-cyclopentylsuccinate C1(CCCCC1)C(C(=O)OCC(C)C)C(C(=O)OCC(C)C)C1CCCC1